C(#N)C1=C(C=C(C=C1)NC1CCC(CC1)NC(=O)C=1C=2C=NNC2C=CC1)C(F)(F)F N-[(1s,4s)-4-{[4-cyano-3-(trifluoromethyl)phenyl]amino}cyclohexyl]-1H-indazole-4-carboxamide